N-[(6-Amino-2-pyridyl)sulfonyl]-6-(1-isopropylpyrazol-4-yl)-2-(2,4,6-trimethylphenoxy)pyridin-3-carboxamid NC1=CC=CC(=N1)S(=O)(=O)NC(=O)C=1C(=NC(=CC1)C=1C=NN(C1)C(C)C)OC1=C(C=C(C=C1C)C)C